2-(3-(2-(2-Aminoethoxy)ethoxy)propanamido)-N-(1-methyl-1H-imidazol-4-yl)benzamide NCCOCCOCCC(=O)NC1=C(C(=O)NC=2N=CN(C2)C)C=CC=C1